(S)-2-((6-(2-(4-Chlorobenzofuran-7-yl)ethoxy)-3',6'-dihydro-[2,4'-bipyridine]-1'(2'H)-yl)methyl)-1-(oxetane-2-ylmethyl)-1H-benzo[d]imidazole-6-carboxylic acid ClC1=CC=C(C2=C1C=CO2)CCOC2=CC=CC(=N2)C=2CCN(CC2)CC2=NC1=C(N2C[C@H]2OCC2)C=C(C=C1)C(=O)O